tetrahydro-1H-pyrrolo[3,4-b]pyridin N1C=2C(CCC1)C=NC2